BrC1=CC2=C(C=N1)C=NN2C(F)(F)F 6-bromo-1-(trifluoromethyl)-1H-pyrazolo[4,3-c]pyridine